C(CCCCCCC)(=O)OCC(COC(CCCCCCC)=O)(COC(CCCCCCC)=O)N(CC(=O)O)C(CCCCCCC)=O N-(1,3-bis(octanoyloxy)-2-((octanoyloxy)methyl)propan-2-yl)-N-octanoylglycine